4-(3-(3,5-dichloro-4-fluorophenyl)-4,4,4-trifluorobut-2-enoyl)-2-methylbenzoic acid ClC=1C=C(C=C(C1F)Cl)C(=CC(=O)C1=CC(=C(C(=O)O)C=C1)C)C(F)(F)F